propanesulfonic acid pyridinium salt [NH+]1=CC=CC=C1.C(CC)S(=O)(=O)[O-]